1,6-diamino-1-hexene NC=CCCCCN